NC1=NC2=CC=C(C=C2C=C1Br)C(=O)N(CC1=NC=C(C=C1)C#N)[C@@H]1[C@H](CCC1)C#N 2-amino-3-bromo-N-((1S,2S)-2-cyanocyclopentyl)-N-((5-cyano-2-pyridinyl)methyl)-6-quinolinecarboxamide